C(=C)OC(CCCC)=O Vinylvalerat